CC=1C(=C(C=C(C1)C(F)(F)F)O)C=1N=NC(=CC1)NC1CN(CCC1)C 3-methyl-2-(6-((1-methylpiperidin-3-yl)amino)pyridazin-3-yl)-5-(trifluoromethyl)phenol